7-(6-(3-(dimethylamino)propoxy)pyridin-3-yl)quinoxalin-2-amine CN(CCCOC1=CC=C(C=N1)C1=CC=C2N=CC(=NC2=C1)N)C